(R)-7-(5-cyclopropylpyrazin-2-yl)-3-(5-(difluoromethoxy)-4-((6-oxo-5-(trifluoromethyl)-1,6-dihydropyridazin-4-yl)amino)pentyl)-6-fluoroquinazolin-4(3H)-one C1(CC1)C=1N=CC(=NC1)C1=C(C=C2C(N(C=NC2=C1)CCC[C@H](COC(F)F)NC=1C=NNC(C1C(F)(F)F)=O)=O)F